3-(7-(2-(Cyclohex-2-en-1-ylamino)-2-oxoethoxy)naphthalen-2-yl)-3-(2,2-difluorobenzo[d][1,3]dioxol-5-yl)propanoic acid C1(C=CCCC1)NC(COC1=CC=C2C=CC(=CC2=C1)C(CC(=O)O)C1=CC2=C(OC(O2)(F)F)C=C1)=O